C(C[NH-])[NH-].[Na+].[Na+] sodium ethylenediamide